(S)-4-((((S)-4-((S)-4-acryloyl-2-methylpiperazin-1-yl)-7-(3-hydroxynaphthalen-1-yl)-5,6,7,8-tetrahydroquinazolin-2-yl)oxy)methyl)-3-methyloxazolidin-2-one C(C=C)(=O)N1C[C@@H](N(CC1)C1=NC(=NC=2C[C@H](CCC12)C1=CC(=CC2=CC=CC=C12)O)OC[C@@H]1N(C(OC1)=O)C)C